5-[(3S)-2-[1-(4-bromopyrimidin-2-yl)piperidine-4-carbonyl]isoxazolidin-3-yl]pyridine-3-carbonitrile BrC1=NC(=NC=C1)N1CCC(CC1)C(=O)N1OCC[C@H]1C=1C=C(C=NC1)C#N